BrC=1N=C(N(N1)C1=CC=C(C=C1)OC(F)(F)F)NC(=O)NC 1-[5-bromo-2-[4-(trifluoromethoxy)phenyl]-1,2,4-triazol-3-yl]-3-methylurea